3-(5-(5-(2-cyclopentylethyl)-1,2,4-oxadiazol-3-yl)-2-methyl-1H-benzo[d]imidazol-1-yl)-1-(pyrrolidin-1-yl)propan-1-one C1(CCCC1)CCC1=NC(=NO1)C1=CC2=C(N(C(=N2)C)CCC(=O)N2CCCC2)C=C1